CC(CO)C(CCC)C 2,3-dimethyl-1-hexanol